ethyl (R)-2-(1-(5-(5-((((3,3-difluorocyclobutyl)(methyl)carbamoyl)oxy)methyl)-1-methyl-1H-1,2,3-triazol-4-yl)-3-ethylpyrazin-2-yl)piperidin-3-yl)acetate FC1(CC(C1)N(C(=O)OCC1=C(N=NN1C)C=1N=C(C(=NC1)N1C[C@H](CCC1)CC(=O)OCC)CC)C)F